COC=1C=C2CCNCC2=CC1NC1=NC2=CC(=CC=C2C=N1)C1=C(C=CC(=C1)S(=O)(=O)N1CCCC1)C N-(6-methoxy-1,2,3,4-tetrahydroisoquinolin-7-yl)-7-{2-methyl-5-[(pyrrolidin-1-yl)sulfonyl]phenyl}quinazolin-2-amine